N-methyl-6-({[2-(pyridin-3-yl)-1,3-benzoxazol-5-yl]oxy}methyl)pyridin-3-amine CNC=1C=NC(=CC1)COC=1C=CC2=C(N=C(O2)C=2C=NC=CC2)C1